N-isobutyl-8-methoxy-2,2-dimethyl-7-(3-(pyrrolidin-1-yl)propoxy)-2,3-dihydro-1H-cyclopenta[c]quinolin-4-amine formate C(=O)O.C(C(C)C)NC1=NC=2C=C(C(=CC2C2=C1CC(C2)(C)C)OC)OCCCN2CCCC2